ClC1=C(C(=CC=C1)Cl)S(=O)(=O)N1[C@@H]2CN([C@H](C1)C2)C=2C=CC1=C(C=C(O1)C(=O)O)C2C 5-[(1S,4S)-5-(2,6-dichloro-benzenesulfonyl)-2,5-diaza-bicyclo[2.2.1]hept-2-yl]-4-methyl-benzofuran-2-carboxylic acid